4-(4-((5-(methylsulfonyl)pyridin-2-yl)methoxy)phenyl)-N-((1-phenylpyrrolidin-3-yl)methyl)-1H-imidazole-1-carboxamide CS(=O)(=O)C=1C=CC(=NC1)COC1=CC=C(C=C1)C=1N=CN(C1)C(=O)NCC1CN(CC1)C1=CC=CC=C1